FC(CN1C(=NC2=C1C=C(C=C2F)C=2C(=CN1N=C(N=C(C12)OC)N[C@H]1[C@@H](CN(CC1)C1COC1)F)F)C)F 5-(1-(2,2-difluoroethyl)-4-fluoro-2-methyl-1H-benzo[d]imidazol-6-yl)-6-fluoro-N-((3R,4R)-3-fluoro-1-(oxetan-3-yl)piperidin-4-yl)-4-methoxypyrrolo[2,1-f][1,2,4]triazin-2-amine